COC(OC)=O.C(OCCC)(OCCC)=O dipropyl carbonate dimethyl-carbonate